C(C)OC(C)(C)C Tert-Butyl Ethyl Ether